C(C)OC(=O)C1=C(C2=C(CCC3=CNN=C23)O1)C(F)(F)F 8-(trifluoromethyl)-4,5-dihydro-2H-furo[2,3-g]indazole-7-carboxylic acid ethyl ester